C(C)(C)OC=1C=C(C=CC1OC(F)F)C=1OC=C(N1)CNC(C1=C(C=CC=C1)O)=O N-[2-(3-isopropoxy-4-difluoromethoxyphenyl)oxazol-4-ylmethyl]-2-hydroxybenzamide